BrC=1C=C(C=CC1)C=CC(=O)Cl 3-(3-bromophenyl)acryloyl chloride